N-(4-(3-amino-7-(3,3-dimethylbut-1-yn-1-yl)-1H-indazol-5-yl)pyridin-2-yl)isobutyramide NC1=NNC2=C(C=C(C=C12)C1=CC(=NC=C1)NC(C(C)C)=O)C#CC(C)(C)C